N(CCC1=CC(O)=C(O)C=C1)CC#N dopamineacetonitrile